3-Hydroxy-β,ψ-caroten-4-one OC1CC(C)(C)C(=C(C1=O)C)\C=C\C(\C)=C\C=C\C(\C)=C\C=C\C=C(/C)\C=C\C=C(/C)\C=C\C=C(/C)\CCC=C(C)C